C1=NC(C=2C=NC=CC21)=O pyrrolo[3,4-c]pyridin-3-one